COC1=CC=C(CNC2=C3N=CN=C3N(C=N2)C2[C@H](O)[C@@H](O)[C@H](O)[C@H](O2)CO)O1 6-(5-methoxyfurfurylamino)-3-glucopyranosylpurine